(2S,4S)-2-carbamothioyl-4-hydroxy-N-(4-methyl-5-(2-(1,1,1-trifluoro-2-methylpropan-2-yl)pyridin-4-yl)thiazol-2-yl)pyrrolidine-1-carboxamide C(N)(=S)[C@H]1N(C[C@H](C1)O)C(=O)NC=1SC(=C(N1)C)C1=CC(=NC=C1)C(C(F)(F)F)(C)C